4-((cyclopropylmeth-yl)amino)-2-((2-methoxy-4-(1-(oxetan-3-yl)-4-oxido-1,4-azaphosphinan-4-yl)phenyl)amino)-7H-pyrrolo[2,3-d]pyrimidine-5-carbonitrile C1(CC1)CNC=1C2=C(N=C(N1)NC1=C(C=C(C=C1)P1(CCN(CC1)C1COC1)=O)OC)NC=C2C#N